1H-indole iodide [I-].N1C=CC2=CC=CC=C12